C1(CC1)C1=CC=CC2=C(N(N=C12)CC1(CC(C1)(F)F)C)C(=O)NC1=CC(=NC=C1)S(=O)(=NC)C 7-cyclopropyl-2-((3,3-difluoro-1-methylcyclobutyl)methyl)-N-(2-(N,S-dimethylsulfonimidoyl)pyridin-4-yl)-2H-indazole-3-carboxamide